Ethyl 4-(N-(3-(1-((1s,3s)-adamantan-1-ylmethyl)-5-methyl-1H-pyrazol-4-yl)-6-((6-(benzo[d]thiazol-2-ylamino)-5-methylpyridazin-3-yl)(methyl)amino)picolinoyl)sulfamoyl)butanoate C12(CC3CC(CC(C1)C3)C2)CN2N=CC(=C2C)C=2C(=NC(=CC2)N(C)C=2N=NC(=C(C2)C)NC=2SC3=C(N2)C=CC=C3)C(=O)NS(=O)(=O)CCCC(=O)OCC